(R or S)-3-(2-amino-[1,2,4]triazolo[1,5-a]pyridin-7-yl)-6-(1-(2-(trifluoromethoxy)phenyl)ethyl)-7,8-dihydro-1,6-naphthyridin-5(6H)-one NC1=NN2C(C=C(C=C2)C=2C=NC=3CCN(C(C3C2)=O)[C@H](C)C2=C(C=CC=C2)OC(F)(F)F)=N1 |o1:20|